benzyl-4-acetylpiperidine C(C1=CC=CC=C1)N1CCC(CC1)C(C)=O